3-{1-[3-(1H-Benzimidazol-1-yl)propyl]piperidin-4-yl}-7-(2,8-dimethylimidazo[1,2-b]pyridazin-6-yl)-5-fluorocinnoline N1(C=NC2=C1C=CC=C2)CCCN2CCC(CC2)C=2N=NC1=CC(=CC(=C1C2)F)C=2C=C(C=1N(N2)C=C(N1)C)C